C(=O)OCCCC.C(=O)OCCCC dibutyl diformate